N-allyl-1,2-benzisothiazolin-3-one C(C=C)N1SC2=C(C1=O)C=CC=C2